C(C)(C)(C)OC(=O)N1[C@@H](CCC1)CNC(=O)CC[C@@H](C(=O)O)NC(=O)OCC1C2=CC=CC=C2C=2C=CC=CC12 (2S)-4-({[(2S)-1-[(tert-butoxy)carbonyl]pyrrolidin-2-yl]methyl}carbamoyl)-2-({[(9H-fluoren-9-yl)methoxy]carbonyl}amino)butanoic acid